NC1=C(C=C(C=N1)NC(C(=O)N1[C@H](CC[C@@H](C1)C)C=1C=CC2=C(N=C(S2)C2CCNCC2)C1)=O)CC N-(6-amino-5-ethyl-3-pyridyl)-2-[(2R,5S)-5-methyl-2-[2-(4-piperidyl)-1,3-benzothiazol-5-yl]-1-piperidyl]-2-oxo-acetamide